ClC=1C(=NC=CC1C1=NC(=C(C=C1)CN(C(OC(C)(C)C)=O)C[C@H]1NC(CC1)=O)OC)C1=C(C(=CC=C1)NC1=NC=CC(=C1OC)C=O)Cl tert-Butyl (S)-((3'-chloro-2'-(2-chloro-3-((4-formyl-3-methoxypyridin-2-yl)amino)phenyl)-6-methoxy-[2,4'-bipyridin]-5-yl)methyl)((5-oxopyrrolidin-2-yl)methyl)carbamate